ClC1=CSC2=C1CC(CC2)NC(OCC2=CC=CC=C2)=O benzyl N-(3-chloro-4,5,6,7-tetrahydrobenzothiophen-5-yl)carbamate